C[NH+]1[C@@H]2CC[C@H]1CC(C2)OC(=O)C(CO)C3=CC=CC=C3 The molecule is an ammonium ion that is the conjugate acid of atropine arising from protonation of the tertiary amino group; major species at pH 7.3. It has a role as a plant metabolite. It is a conjugate acid of a tropan-3alpha-yl 3-hydroxy-2-phenylpropanoate.